C(C1=CC=CC=C1)C(C(=O)NC=1C=NC2=C(C=CC=C2C1)Br)(CC(=C)C)C 2-benzyl-N-(8-bromo-3-quinolyl)-2,4-dimethyl-pent-4-enamide